FC(C1=NN=C(S1)C1=CN=C2N1C=C(C=C2N2C[C@@H](OC[C@@H]2CC)COC)S(=O)(=O)NC2(COC2)C)F 3-(5-(difluoromethyl)-1,3,4-thiadiazol-2-yl)-8-((2R,5S)-5-ethyl-2-(methoxymethyl)morpholino)-N-(3-methyloxetan-3-yl)imidazo[1,2-a]pyridine-6-sulfonamide